COCCCN1CCC(CC1)N 1-(3-methoxypropyl)-4-piperidylamine